(R)-1-(6-(trifluoromethyl)pyridin-3-yl)pyrrolidin-3-amine FC(C1=CC=C(C=N1)N1C[C@@H](CC1)N)(F)F